ClC=1C=C(C=CC1)N1C(SC=C1C=1C=C(C(=O)NCCCCC2=CC=CC=C2)C=CC1)=O 3-(3-(3-chlorophenyl)-4-thiazolinonyl)-N-(4-phenylbutyl)benzamide